O.O.NC1=CC=C(C(=N1)F)C=1NC(=C(N1)F)[C@@H]1CCC2=CC(=CC(N12)=O)C1=C(C=CC(=C1)Cl)N1N=NN=C1 (3S)-3-[2-(6-amino-2-fluoro-3-pyridinyl)-4-fluoro-1H-imidazol-5-yl]-7-[5-chloro-2-(1H-tetrazole-1-yl)phenyl]-2,3-dihydro-5(1H)-indolizinone dihydrate